C(C1=CC=CC=C1)OC1=CC(=C(C=C1)C=1N=NNN1)F 5-[4-(benzyloxy)-2-fluorophenyl]-2H-1,2,3,4-tetrazole